[Si](C)(C)(C(C)(C)C)OC1C(NCC1)C=1N=CN(C1)C1=NC=C(C=C1F)[N+](=O)[O-] 2-(4-(3-((tert-butyldimethylsilyl)oxy)pyrrolidin-2-yl)-1H-imidazol-1-yl)-3-fluoro-5-nitropyridine